CC=1C=CC=2C(C3=CC=C(C=C3OC2C1)C)NC(=O)C=1C(NC(=C(C1)OC1=CC=CC=C1)C(F)(F)F)=O N-(3,6-dimethyl-9H-xanthen-9-yl)-2-oxo-5-phenoxy-6-(trifluoromethyl)-1,2-dihydropyridine-3-carboxamide